[Cl-].[Cl-].C1(=CC=CC=C1)[Si](=[Zr+2](C1(C(C(C(C2(C3C(=C4C=5C=CC=CC5CC4=C21)C=CCC3)C)(C)C)(C)C)(C)C)C)C3C=CC=C3)C3=CC=CC=C3 Diphenylsilylene(cyclopentadienyl)(octamethyloctahydrodibenzofluorenyl)zirconium dichloride